1-azido-2-chloro-4-methylbenzene N(=[N+]=[N-])C1=C(C=C(C=C1)C)Cl